N-hydroxy-3-(4-((2-methyl-4-quinazolinyl)amino)phenoxy)propanamide ONC(CCOC1=CC=C(C=C1)NC1=NC(=NC2=CC=CC=C12)C)=O